(R)-2-(4-(4-(difluoromethyl)pyrazolo[1,5-a]pyridin-2-yl)-1,4,6,7-tetrahydro-5H-imidazo[4,5-c]pyridin-5-yl)-5-isopropyl-1,3,4-oxadiazole FC(C=1C=2N(C=CC1)N=C(C2)[C@@H]2N(CCC1=C2N=CN1)C=1OC(=NN1)C(C)C)F